(S)-2-((t-butoxycarbonyl)amino)-4-cyanobutyric acid C(C)(C)(C)OC(=O)N[C@H](C(=O)O)CCC#N